C(C)[SiH](O[Si](C)(C)C)CC diethyltrimethylsilyloxysilane